(3R,5S)-1-[(5-bromo-2-chloropyridin-3-yl)methyl]-3-hydroxy-5-(hydroxymethyl)pyrrolidin-2-one BrC=1C=C(C(=NC1)Cl)CN1C([C@@H](C[C@H]1CO)O)=O